CS(=O)C=1N=C(C2=C(N1)C=CN=C2)N 2-(methylsulfinyl)pyrido[4,3-d]pyrimidin-4-amine